C(C1=CC=CC=C1)(=O)N1N=C(C2=NC=C(C=C21)COC2=CC=C(C=C2)C(CC(=O)OC)C)C2=CC=CC=C2 methyl 3-(4-((1-benzoyl-3-phenyl-1H-pyrazolo[4,3-b]pyridin-6-yl)methoxy)phenyl)butanoate